lithium normal hexane CCCCCC.[Li]